C(C)(C)(C)OC(CC1(CCN(CC1)C1=C(C=C(C(=C1)OC)NC1C(NC(CC1)=O)=O)F)O)=O 2-[1-[4-[[2,6-dioxo-3-piperidinyl]amino]-2-fluoro-5-methoxy-phenyl]-4-hydroxy-4-piperidinyl]acetic acid tert-butyl ester